FC=1C(=C(C=CC1F)[C@H]1[C@@H](O[C@@]([C@@H]1C)(C(F)(F)F)C)C(=O)NC1=C(C(=NC=C1)C(=O)N)F)OC 4-[[(2R,3s,4r,5s)-3-(3,4-difluoro-2-methoxy-phenyl)-4,5-dimethyl-5-(trifluoromethyl)tetrahydrofuran-2-carbonyl]amino]-3-fluoro-pyridine-2-carboxamide